F[C@@H]1CN(CC[C@@H]1C1=CN2C(=NC(=CC2=O)C=2C=C(C=3N(N2)C=C(N3)C)OC)S1)C(=O)OC(C)(C)C tert-butyl (3S,4S)-3-fluoro-4-[7-(8-methoxy-2-methyl-imidazo[1,2-b]pyridazin-6-yl)-5-oxo-thiazolo[3,2-a]pyrimidin-2-yl]piperidine-1-carboxylate